3,4,4-trifluorobut-3-en-1-yl 2-(4-chloro-1H-pyrazol-1-yl)-2-methylpropanoate ClC=1C=NN(C1)C(C(=O)OCCC(=C(F)F)F)(C)C